(S)-6-(1-amino-1,3-dihydro-spiro[inden-2,4'-piperidin]-1'-yl)-3-(1-(2-(2-methoxyethoxy)pyridin-4-yl)vinyl)-1H-pyrazolo[3,4-d]pyrimidin-4(5H)-one N[C@@H]1C2=CC=CC=C2CC12CCN(CC2)C=2NC(C1=C(N2)NN=C1C(=C)C1=CC(=NC=C1)OCCOC)=O